FC(C=1C=C(C=CC1)/C=C/CO)(F)F (E)-3-(3-(trifluoromethyl)phenyl)-2-propen-1-ol